sulfur bis(benzenethiol) C1(=CC=CC=C1)S.C1(=CC=CC=C1)S.[S]